C(C)(C)(C)N1N=CC(=C1)C(=O)NCC1=NC(=NO1)C1=NN2C(C=CC=C2N[C@H]2[C@H](CN(CC2)C)F)=C1CC(F)(F)F 1-(tert-butyl)-N-((3-(7-(((3S,4R)-3-fluoro-1-methylpiperidin-4-yl)amino)-3-(2,2,2-trifluoroethyl)pyrazolo[1,5-a]pyridin-2-yl)-1,2,4-oxadiazol-5-yl)methyl)-1H-pyrazole-4-carboxamide